CO[Si](C1C2C3C4C=CC(C3C(C1)C2)C4)(OC)OC 4-trimethoxysilyltetracyclo[6.2.1.13,6.02,7]dodec-9-ene